(1R,2R)-2-(3,4-difluorophenyl)-1-cyclopropylcarboxylic acid ethyl ester C(C)OC(=O)[C@H]1[C@@H](C1)C1=CC(=C(C=C1)F)F